ClC=1C(=C(SC1)NC(CN1C=2N(C=CC1=O)N=CC2)=O)C2=NN(C=N2)C N-(4-Chloro-3-(1-methyl-1H-1,2,4-triazol-3-yl)thiophen-2-yl)-2-(5-oxopyrazolo[1,5-a]pyrimidin-4(5H)-yl)acetamide